C(CCCCCC(C)C)(=O)OC=C vinyl isononanoate